C(\C=C\C1=CC=CC=C1)(=O)[O-] (E)-cinnamate